tert-butyl (R)-3-cyclopropylpiperazine-1-carboxylate C1(CC1)[C@@H]1CN(CCN1)C(=O)OC(C)(C)C